[2-(2,5-dimethylpyrazol-3-yl)-5-[3-(m-tolyl)pyrazol-1-yl]pyrazolo[1,5-a]pyrimidin-7-yl]morpholine CN1N=C(C=C1C1=NN2C(N=C(C=C2N2CCOCC2)N2N=C(C=C2)C=2C=C(C=CC2)C)=C1)C